(2RS)-2-(3-fluorophenyl)-2-(6-iodoindazol-2-yl)acetic acid FC=1C=C(C=CC1)[C@H](C(=O)O)N1N=C2C=C(C=CC2=C1)I |r|